CC1=C2C=CC=NC2=C(C=C1)N 5-methylquinolin-8-amine